tert-butyl 2'-(difluoromethyl)-6'-oxo-5',6'-dihydrospiro[piperidine-4,7'-pyrrolo[2,3-b]pyrazine]-1-carboxylate FC(C=1N=C2C(=NC1)NC(C21CCN(CC1)C(=O)OC(C)(C)C)=O)F